ClC=1C(=CC=C2C=CC(=NC12)NC1=CC2=C(OC(O2)(F)F)C=C1)C1CCOCC1 8-chloro-N-(2,2-difluorobenzo[d][1,3]dioxolan-5-yl)-7-(tetrahydro-2H-pyran-4-yl)quinolin-2-amine